2-(4-ethoxyphenyl)formyloxy-1,3-propanediol C(C)OC1=CC=C(C=C1)C(=O)OC(CO)CO